C(C)OC(CC1=C(C=C(C=C1)N1CCC(CC1)C1=C(C=C(C=C1)Cl)F)F)=O.BrCCCC#CCOC1OCCCC1 2-((6-bromohex-2-yn-1-yl)oxy)tetrahydro-2H-pyran Ethyl-2-[4-[4-(4-chloro-2-fluoro-phenyl)-1-piperidyl]-2-fluoro-phenyl]acetate